(R)-2-methyl-N-[(1Z)-(1-methyl-1H-indazol-4-yl)methylene]propane-2-sulfinamide CC(C)(C)[S@@](=O)\N=C/C1=C2C=NN(C2=CC=C1)C